{3-[1-(2-nitrophenyl)-1H-pyrrol-2-yl]-allylidene}-aminoguanidinium acetate C(C)(=O)[O-].[N+](=O)([O-])C1=C(C=CC=C1)N1C(=CC=C1)C=CC=[N+]=C(NN)N